2-Hydroxypropane-1,3-diyl Dioctanoate C(CCCCCCC)(=O)OCC(COC(CCCCCCC)=O)O